C(C)N(C(=O)C(=O)O[C@@H](C)[C@H]1CC[C@@H]2[C@@]1(CC[C@@H]1[C@]3(CC[C@@H](CC3=CC[C@@H]21)O)C)C)CC (1S)-1-[(1S,3aS,3bS,7S,9aR,9bS,11aS)-7-hydroxy-9a,11a-dimethyl-1H,2H,3H,3aH,3bH,4H,6H,7H,8H,9H,9aH,9bH,10H,11H,11aH-cyclopenta[a]phenanthren-1-yl]ethyl (diethylcarbamoyl)formate